COC(=O)C1CCC(CC1)NC1=C(C=C(C=C1)C=1C(=NOC1C)C)N (1r,4r)-4-((2-amino-4-(3,5-dimethylisoxazol-4-yl)phenyl)amino)cyclohexane-1-carboxylic acid methyl ester